tert-butyl N-[4-(1-{3-[3-(3,5-difluorophenyl)-4-(4-oxopiperidin-1-yl)quinolin-6-yl]phenyl}-N-methylformamido)butyl]carbamate FC=1C=C(C=C(C1)F)C=1C=NC2=CC=C(C=C2C1N1CCC(CC1)=O)C=1C=C(C=CC1)C(=O)N(C)CCCCNC(OC(C)(C)C)=O